methyl 2-((2,4-dimethoxybenzyl) amino)-4-iodo-3-pyridinecarboxylate COC1=C(CNC2=NC=CC(=C2C(=O)OC)I)C=CC(=C1)OC